cyclohexyl-pyridine-3-carboxamide C1(CCCCC1)C1=NC=CC=C1C(=O)N